n-nonane chloride [Cl-].CCCCCCCCC